ClC=1C=C(C=NC1N1N=CC=N1)NC(=O)C=1C=NN(C1CC(C)C)C1=C2C=CC=NC2=CC=C1 N-(5-Chloro-6-(2H-1,2,3-triazol-2-yl)pyridin-3-yl)-5-isobutyl-1-(chinolin-5-yl)-1H-pyrazol-4-carboxamid